COC1=CC=C(C=C1)N(C=1C=C2OC3=C(CCCC3=CC2=CC1)C=O)C1=CC=CC=C1 6-((4-methoxyphenyl)(phenyl)amino)-2,3-dihydro-1H-xanthene-4-carbaldehyde